4-Acetyloxy-1,2-dihydropyridazine-3,6-dione C(C)(=O)OC=1C(NNC(C1)=O)=O